FC=1C=C(NC=2SC(=C(N2)C(=O)NC2CC23CC3)C)C=C(C1)F 2-(3,5-difluoroanilino)-5-methyl-N-spiro[2.2]pentan-2-yl-thiazole-4-carboxamide